C(C1=CC=CC=C1)SC=1C(=NC(=NC1)C(F)(F)F)C 5-(benzylthio)-4-methyl-2-(trifluoromethyl)pyrimidine